NC1=NC(=C(C=2C1=NN(N2)C(C)C2=NC=CC=C2)C2=C(N=CO2)C)C=2C=C(C#N)C=CC2 3-(4-amino-7-(4-methyl-oxazol-5-yl)-2-(1-(pyridin-2-yl)ethyl)-2H-[1,2,3]triazolo[4,5-c]pyridin-6-yl)benzonitrile